(2S,4r)-N-[2-(4-bromoindol-1-yl)ethyl]-1-[(2S)-2-(4-cyclopropyltriazol-1-yl)-3,3-dimethyl-butyryl]-4-hydroxy-pyrrolidine-2-carboxamide BrC1=C2C=CN(C2=CC=C1)CCNC(=O)[C@H]1N(C[C@@H](C1)O)C([C@H](C(C)(C)C)N1N=NC(=C1)C1CC1)=O